C(C)C1=CC=C(C=C1)S(=O)(=O)C=1C=NC2=CC=C(C=C2C1N1CCC(CC1)C(=O)O)OC(F)(F)F 1-(3-((4-ethylphenyl)sulfonyl)-6-(trifluoromethoxy)quinolin-4-yl)piperidine-4-carboxylic acid